(7-(3-isopropylbicyclo[1.1.1]pentan-1-yl)thiazolo[5,4]pyrimidin-5-yl)methanamine C(C)(C)C12CC(C1)(C2)C2=NC(=NC1=C2SC=N1)CN